CN1N=CC(=C1)C=1C(=CC(=C(C1)NC=1N=CC2=C(N1)N(C=C2)COCC[Si](C)(C)C)OCC(F)(F)F)N2CCN(CC2)C 2-((5-(1-methyl-1H-pyrazol-4-yl)-4-(4-methylpiperazin-1-yl)-2-(2,2,2-trifluoroethoxy)phenyl)amino)-7-((2-(trimethylsilyl)ethoxy)methyl)-7H-pyrrolo[2,3-d]pyrimidine